2-(azetidin-3-yl)-6-bromo-1,2,3,4-tetrahydroisoquinoline N1CC(C1)N1CC2=CC=C(C=C2CC1)Br